C1(O)=C(C(O)=CC=C1)CC(=O)[O-] Resorcinol-acetate